2-bromo-1,3,4-trifluorobenzene BrC1=C(C=CC(=C1F)F)F